C1=C(C=CC2=CC=CC=C12)C=1N=C2OC=CN2C1C(=O)NCCCC1=CC=CC=C1 6-(naphthalen-2-yl)-N-(3-phenylpropyl)imidazo[2,1-b]oxazole-5-carboxamide